N1C(CC(C1([2H])[2H])([2H])[2H])=O Azolidin-2-one-4,4,5,5-d4